2-(2,3-Dihydro-[1,4]dioxino[2,3-b]pyridin-2-ylmethoxy)-9-(3-methyl-oxetan-3-ylmethoxymethyl)-6,7-dihydro-pyrimido[6,1-a]isoquinolin-4-one O1C(COC2=NC=CC=C21)COC2=NC(N1C(C3=CC=C(C=C3CC1)COCC1(COC1)C)=C2)=O